NC=1C2=C(N=CN1)SC(=N2)C=2C=C(C=CC2C)C#C[C@]2(C(N(CC2)C([2H])([2H])[2H])=O)O (R)-3-[2-[3-(7-aminothiazolo[5,4-d]pyrimidin-2-yl)-4-methyl-phenyl]ethynyl]-3-hydroxy-1-(trideuteromethyl)pyrrolidin-2-one